C1(CC1)N(C(=O)N[C@H](C(F)(F)F)CCC(F)(F)F)C(C(F)(F)F)C1=NC=C(C(=C1)C=1N=C(C=2N(C1)C=C(N2)C)OC)OC 1-cyclopropyl-3-((S)-1,1,1,5,5,5-hexafluoropentan-2-yl)-1-(2,2,2-trifluoro-1-(5-methoxy-4-(8-methoxy-2-methylimidazo[1,2-a]pyrazin-6-yl)pyridin-2-yl)ethyl)urea